ClC1=C(C=C(C=C1)F)C1=CC=C(N=N1)NCC1=CSC=2CN(CCC21)C(=O)OC(C)(C)C tert-Butyl 3-(((6-(2-chloro-5-fluorophenyl)pyridazin-3-yl)amino)methyl)-4,7-dihydrothieno[2,3-c]pyridine-6(5H)-carboxylate